C(C)(C)(C)OC(=O)N1CCC(CC1)N(C1=NOC(=C1)C(C(=O)O)C(C)C)C 2-(3-((1-(tert-butoxycarbonyl)piperidin-4-yl)(methyl)amino)isoxazol-5-yl)-3-methylbutanoic acid